3-cyclopropyl-5-[2-cyclopropyl-3-[2-(trifluoromethoxy)ethyl]benzimidazol-5-yl]-1-methylpyridin-2-one C1(CC1)C=1C(N(C=C(C1)C1=CC2=C(N=C(N2CCOC(F)(F)F)C2CC2)C=C1)C)=O